C(C1=CC=CC=C1)OC1=CC2=C(N(N=C2C=C1)C)C(=O)NCC1(CCC1)N(C)C 5-(benzyloxy)-N-{[1-(dimethylamino)cyclobutyl]methyl}-2-methyl-2H-indazole-3-carboxamide